COCCN1N=CC(=C1)NC1=NC(=C2C(=N1)NN=C2)N[C@H]2CN(CCC2)C(C=C)=O (R)-1-(3-((6-((1-(2-methoxyethyl)-1H-pyrazol-4-yl)amino)-1H-pyrazolo[3,4-d]pyrimidin-4-yl)amino)piperidin-1-yl)prop-2-en-1-one